C1CC12CCN(CC2)C=2C=C(C=CC2N2N=NC(=C2)C2=C(C(=NC(=C2)OC)N2CCC(CC2)(F)F)F)C(CO)S(=O)(=O)N (3-{6-azaspiro[2.5]oct-6-yl}-4-{4-[2-(4,4-difluoropiperidin-1-yl)-3-fluoro-6-methoxypyridin-4-yl]-1H-1,2,3-triazol-1-yl}phenyl)-2-hydroxyeth-ane-1-sulfonamide